N-(6-amino-5-ethylpyridin-3-yl)-2-((5S)-2-(5-fluoro-3-oxo-3,4-dihydrospiro[benzo[b][1,4]oxazine-2,1'-cyclopropan]-7-yl)-5-methylpiperidin-1-yl)-2-oxoacetamide NC1=C(C=C(C=N1)NC(C(=O)N1C(CC[C@@H](C1)C)C=1C=C(C2=C(OC3(CC3)C(N2)=O)C1)F)=O)CC